C1N(CC2=CC=CC=C12)C1=NC=2N(C(=C1)C=1C=NNC1)N=C(C2C2CCOCC2)C(=O)NC2=CC(=CC=C2)OC (isoindolin-2-yl)-N-(3-methoxyphenyl)-7-(1H-pyrazol-4-yl)-3-(tetrahydro-2H-pyran-4-yl)pyrazolo[1,5-a]pyrimidine-2-carboxamide